(2S)-2-(methylamino)-N-[2-[[2-methyl-6-[(5-phenylthiazol-2-yl)amino]-4-pyridinyl]oxy]ethyl]propionamide tert-butyl-(2R,5R)-2-(4-fluorophenyl)-5-methyl-4-oxo-piperidine-1-carboxylate C(C)(C)(C)OC(=O)N1[C@H](CC([C@@H](C1)C)=O)C1=CC=C(C=C1)F.CN[C@H](C(=O)NCCOC1=CC(=NC(=C1)NC=1SC(=CN1)C1=CC=CC=C1)C)C